OC1=C(C=CC(=C1)B1OC(C(O1)(C)C)(C)C)NC(C)=O N-(2-hydroxy-4-(4,4,5,5-tetramethyl-1,3,2-dioxaborolan-2-yl)phenyl)acetamide